3-(1'-((2-methoxypyrimidin-5-yl)methyl)-6-oxo-6,8-dihydro-2H,7H-spiro[furo[2,3-e]isoindole-3,4'-piperidin]-7-yl)piperidine-2,6-dione COC1=NC=C(C=N1)CN1CCC2(CC1)COC1=C3CN(C(C3=CC=C12)=O)C1C(NC(CC1)=O)=O